(R)-3-(3-(difluoromethoxy)phenyl)-1-((R)-3-hydroxy-3-methylbutan-2-yl)-N-(4-methyl-1,1-dioxidotetrahydro-2H-thiopyran-4-yl)-4,5,6,7-tetrahydro-1H-indazole-6-carboxamide FC(OC=1C=C(C=CC1)C1=NN(C=2C[C@@H](CCC12)C(=O)NC1(CCS(CC1)(=O)=O)C)[C@H](C)C(C)(C)O)F